ClC1=C(C=CC=C1F)[C@@H](C)C1=C(C=CC2=C1NC(=NS2(=O)=O)NCC2=NC=CC=C2F)F (S)-5-(1-(2-chloro-3-fluorophenyl)ethyl)-6-fluoro-3-(((3-fluoropyridin-2-yl)methyl)amino)-4H-benzo[e][1,2,4]thiadiazine 1,1-dioxide